ClC=1C=C2C(=NC1OC)C(=C(N2C)C2=NNC(=N2)[C@@H](C(F)F)OC)N2C=NC=C2 (S)-6-chloro-2-(5-(2,2-difluoro-1-methoxyethyl)-1H-1,2,4-triazol-3-yl)-3-(1H-imidazol-1-yl)-5-methoxy-1-methyl-1H-pyrrolo[3,2-b]pyridine